(1R,3S,5S)-3-[[(3-fluoro-1H-indazol-5-yl)methyl]carbamoyl]-8-azabicyclo[3.2.1]octane-8-carboxylic acid tert-butyl ester C(C)(C)(C)OC(=O)N1[C@H]2CC(C[C@@H]1CC2)C(NCC=2C=C1C(=NNC1=CC2)F)=O